N2,N4-bis(diisopropylphosphino)-6-diethylamino-1,3,5-triazine-2,4-diamine C(C)(C)P(NC1=NC(=NC(=N1)NP(C(C)C)C(C)C)N(CC)CC)C(C)C